(S)-1,1-bis(4-fluorophenyl)propan-2-yl-(3-acetoxy-4-methoxypyridinoyl)-L-alanine FC1=CC=C(C=C1)C(C(C)N([C@@H](C)C(=O)O)C(=O)C1=NC=CC(=C1OC(C)=O)OC)C1=CC=C(C=C1)F